4-(3-(4-Cyanophenyl)-1,2,4-oxadiazol-5-yl)-N-(3-(4-(Pyridin-2-ylmethyl)piperidin-1-yl)propyl)piperazin-1-carboxamid C(#N)C1=CC=C(C=C1)C1=NOC(=N1)N1CCN(CC1)C(=O)NCCCN1CCC(CC1)CC1=NC=CC=C1